2-Hydroxymethyl-2-nitro-1,3-propandiol OCC(CO)(CO)[N+](=O)[O-]